tert-butyl (2S)-2-((((9H-fluoren-9-yl)methoxy)carbonyl)amino)-3-(3-cyano-1-(tetrahydro-2H-pyran-2-yl)-1H-pyrazol-4-yl)propanoate C1=CC=CC=2C3=CC=CC=C3C(C12)COC(=O)N[C@H](C(=O)OC(C)(C)C)CC=1C(=NN(C1)C1OCCCC1)C#N